N1C[C@H](CCC1)C(=O)N (3S)-piperidine-3-carboxamide